Vinylfuran C=CC1=CC=CO1